1,5-dihydroxy-3-pentanesulfonic acid OCCC(CCO)S(=O)(=O)O